N-((1-methylcyclopropyl)methyl)-5-(thieno[3,2-c]pyridin-2-yl)-7H-pyrrolo[2,3-d]pyrimidin-2-amine CC1(CC1)CNC=1N=CC2=C(N1)NC=C2C2=CC=1C=NC=CC1S2